N-(oxazolidin-4-yl)sulfamoyl chloride O1CNC(C1)NS(=O)(=O)Cl